C(C1=CC=CC=C1)OC1=NC(=CC=C1C1=C(C=C(C2=C1CCO2)N2CC(C2)CC(=O)NC2=C(C=C(C=C2)Cl)F)F)OCC2=CC=CC=C2 2-(1-(4-(2,6-bis(benzyloxy)pyridin-3-yl)-5-fluoro-2,3-dihydrobenzofuran-7-yl)azetidine-3-yl)-N-(4-chloro-2-fluorophenyl)acetamide